C1CC=CC1 3-Cyclopentene